tert-butyl N-[(1S,3R)-3-[6-cyano-2-(2-fluorophenyl)imidazo[4,5-c]pyridin-1-yl]cyclohexyl]carbamate C(#N)C1=CC2=C(C=N1)N=C(N2[C@H]2C[C@H](CCC2)NC(OC(C)(C)C)=O)C2=C(C=CC=C2)F